((2,2,2-trifluoro-1-(2-fluoro-5'-formyl-2'-(methoxymethoxy)-[1,1'-biphenyl]-4-yl) ethyl) amino) pentanoate C(CCCC)(=O)ONC(C(F)(F)F)C1=CC(=C(C=C1)C1=C(C=CC(=C1)C=O)OCOC)F